C1=C(C=CC2=CC=CC=C12)C(=O)OC1(CC(=C(CC1)C)C)C(C)=O 1-acetyl-3,4-dimethylcyclohex-3-en-1-yl 2-naphthalate